CC1=CN=C(S1)C=1C=C(C(=O)N[C@H](C)C=2C=NC(=NC2)C(F)(F)F)C=C(C1)OCC1CCNCC1 3-(5-methyl-1,3-thiazol-2-yl)-5-(piperidin-4-ylmethoxy)-N-{(1R)-1-[2-(trifluoromethyl)pyrimidin-5-yl]ethyl}benzamide